1-[(2S,3R,4S,5R)-3,4,5-trihydroxytetrahydro-2H-pyran-2-yl]propan-2-one O[C@H]1[C@@H](OC[C@H]([C@@H]1O)O)CC(C)=O